N-(4-(3-isopropyl-4-oxo-7-(1-trityl-1H-imidazol-4-yl)-3,4-dihydroimidazo[2,1-f][1,2,4]triazin-2-yl)benzyl)acetamide C(C)(C)N1C(=NN2C(C1=O)=NC=C2C=2N=CN(C2)C(C2=CC=CC=C2)(C2=CC=CC=C2)C2=CC=CC=C2)C2=CC=C(CNC(C)=O)C=C2